4-((3-aminopropyl)(ethyl)amino)butane-1-ol NCCCN(CCCCO)CC